NCCN1N=NC(=C1)COC1=CC=C(C=C1)OC (2-Aminoethyl)-4-[(4-methoxyphenoxy)methyl]-1H-1,2,3-triazole